(3S,4S)-8-(6-((3-chloro-2-(pyrrolidin-1-yl)pyridin-4-yl)thio)pyrido[2,3-b]pyrazin-2-yl)-3-methyl-2-oxa-8-azaspiro[4.5]decan-4-amine ClC=1C(=NC=CC1SC=1C=CC=2C(=NC=C(N2)N2CCC3([C@@H]([C@@H](OC3)C)N)CC2)N1)N1CCCC1